N-(3-carbamoylphenyl)-2-phenyl-1H-pyrrolo[2,3-b]pyridine-5-carboxamide C(N)(=O)C=1C=C(C=CC1)NC(=O)C=1C=C2C(=NC1)NC(=C2)C2=CC=CC=C2